butylene Glycol Monopropyl Ether Acetate C(C)(=O)OCCCCOCCC